(3'-(4,6-diphenyl-1,3,5-triazin-2-yl)-[1,1'-biphenyl]-3-yl)diphenylphosphine oxide C1(=CC=CC=C1)C1=NC(=NC(=N1)C1=CC=CC=C1)C=1C=C(C=CC1)C1=CC(=CC=C1)P(C1=CC=CC=C1)(C1=CC=CC=C1)=O